2-methyl-2-propen-1,3-sultone CC=1CS(=O)(=O)OC1